C(C1=CC=CC=C1)(C1=CC=CC=C1)N1CCN(CC1)CC1=CC(=C2C(N(C(C2=C1)=O)C1C(NC(CC1)=O)=O)=O)F 6-((4-benzhydryl-piperazin-1-yl)methyl)-2-(2,6-dioxopiperidin-3-yl)-4-fluoroisoindoline-1,3-dione